1-[3-[(1R,5S)-3-[2-(4,5-dihydroisoxazol-3-yloxy)ethoxy]-8-azabicyclo[3.2.1]octan-8-yl]propyl]-3,4-dihydroquinolin-2-one O1N=C(CC1)OCCOC1C[C@H]2CC[C@@H](C1)N2CCCN2C(CCC1=CC=CC=C21)=O